4-(2-chlorothiazol-5-yl)-N-(1-(methylsulfonyl)piperidin-4-yl)-5-(trifluoromethyl)pyrimidin-2-amine ClC=1SC(=CN1)C1=NC(=NC=C1C(F)(F)F)NC1CCN(CC1)S(=O)(=O)C